C(C)(C)P(C(C)C)C(C)C tri-i-propyl-phosphine